C1(=CC=CC=C1)C1CC(C(N1)=O)=CC1=CC=C2C(=NNC2=C1)\C=C\C1=CC=C(C=C1)CN1CCCCC1 5-phenyl-3-((3-((E)-4-(piperidin-1-ylmethyl)styryl)-1H-indazol-6-yl)methylene)pyrrolidin-2-one